N-[1-(4-hydroxyquinazoline-2-yl)-2-oxo-1,2-dihydropyrimidine-4-yl]acetamide OC1=NC(=NC2=CC=CC=C12)N1C(N=C(C=C1)NC(C)=O)=O